1-(7-(4-hydroxybenzyl)-6-oxo-6,7-dihydro-1H-purin-2-yl)-1H-pyrazole-4-carboxylic acid OC1=CC=C(CN2C=NC=3N=C(NC(C23)=O)N2N=CC(=C2)C(=O)O)C=C1